F[C@H]1C[C@H](N(C1)C(CN1C[C@H](CC1)NC=1C2=C(C=NC1)C=CO2)=O)C#N (2S,4S)-4-fluoro-1-(2-((S)-3-(furo[3,2-c]pyridin-7-ylamino)pyrrolidin-1-yl)acetyl)pyrrolidine-2-carbonitrile